FC(CN1N=CC(=C1)C1=CC=CC(=N1)C(=O)NC=1C(=NN(C1)C1CN(C1)C1CCN(CC1)C(CO)=O)C(F)F)F 6-(1-(2,2-difluoroethyl)-1H-pyrazol-4-yl)-N-(3-(difluoromethyl)-1-(1-(1-(2-hydroxyacetyl)piperidin-4-yl)azetidin-3-yl)-1H-pyrazol-4-yl)-2-pyridineamide